N1N=C(C=C1)CN1C(C2=CC(=C(C=C2C=N1)S(=O)(=O)C=1C=NN(C1)C)NCCO)=O 2-((1H-pyrazol-3-yl)methyl)-7-((2-hydroxyethyl)amino)-6-((1-methyl-1H-pyrazol-4-yl)sulfonyl)phthalazin-1(2H)-one